(S)-(+)-2-(4-(4-chlorophenyl)-2,3,9-trimethyl-6H-thieno[3,2-F][1,2,4]triazolo[4,3-a][1,4]diazepin-6-yl)acetic acid tert-butyl ester C(C)(C)(C)OC(C[C@H]1C=2N(C3=C(C(=N1)C1=CC=C(C=C1)Cl)C(=C(S3)C)C)C(=NN2)C)=O